BrCCCCCN(C1=CC=C(C=C1)C1(CC1)C#N)C1=C(C=CC(=C1)C=1C(=NOC1C)C)C 4-((5-Bromopentyl)(5-(3,5-dimethylisoxazol-4-yl)-2-methylphenyl)amino)phenylcyclopropanecarbonitrile